tris-tert-butoxysilane C(C)(C)(C)O[SiH](OC(C)(C)C)OC(C)(C)C